5-chloro-6-fluoro-7-(8-(methylsulfonyl)-3,8-diazabicyclo[3.2.1]oct-3-yl)-1H-indazole ClC=1C=C2C=NNC2=C(C1F)N1CC2CCC(C1)N2S(=O)(=O)C